ethyl 2-benzyl-3-oxo-7-m-tolyl-2-azabicyclo[4.1.0]heptene-7-carboxylate C(C1=CC=CC=C1)N1C=2C(C2CCC1=O)(C(=O)OCC)C=1C=C(C=CC1)C